3,6-dimethoxyl-2,4,6-triisopropyl-1,1-biphenyl O(C)C=1C(=C(C(CC1C(C)C)(C(C)C)OC)C1=CC=CC=C1)C(C)C